2,3-dimethyl-diphenyl-butane CC(C)(C(C)(C)C1=CC=CC=C1)C1=CC=CC=C1